C(C)(C)(C)[Si](C)(C)OCCN1N=NC(=C1)N1C=CC2=C(C=C(C=C12)Cl)OC tert-butyl-[2-[4-(6-chloro-4-methoxy-indol-1-yl)triazol-1-yl]ethoxy]-dimethyl-silane